N,N-di(cis-4-isopropylcyclohexyl)-5-(cis-4-isopropylcyclohexylcarbonylamino)isophthalamide C(C)(C)[C@H]1CC[C@H](CC1)N(C(C1=CC(C(=O)N)=CC(=C1)NC(=O)[C@@H]1CC[C@@H](CC1)C(C)C)=O)[C@@H]1CC[C@@H](CC1)C(C)C